O.[Na+].ClCC(CS(=O)(=O)[O-])O 3-chloro-2-hydroxy-1-propanesulfonic acid sodium salt hydrate